FC(C1OCC2=CC(=CC=C12)C#N)(F)F 1-trifluoromethyl-1,3-dihydroisobenzofuran-5-carbonitrile